2-chloro-N-(2-methylbutan-3-yn-2-yl)-3-oxobutyramide ClC(C(=O)NC(C)(C#C)C)C(C)=O